ClC1=C(C(NN=N1)=N)Cl dichlorotriazineimine